(8R,9S,10R,13S,14S,17R)-17-acetyl-17-hydroxy-6,10,13-trimethyl-2,8,9,11,12,14,15,16-octahydro-1H-cyclopenta[a]phenanthren-3-one C(C)(=O)[C@]1(CC[C@H]2[C@@H]3C=C(C4=CC(CC[C@@]4([C@H]3CC[C@]12C)C)=O)C)O